ClC1=CC(=C(N)C=C1N1N=NN=C1)N1CCCCC1 4-chloro-2-(piperidin-1-yl)-5-(1H-tetrazol-1-yl)aniline